(5-(6-ethoxy-4-methylpyridin-3-yl)pyrazin-2-yl)-2,6-difluorobenzamide C(C)OC1=CC(=C(C=N1)C=1N=CC(=NC1)C=1C(=C(C(=O)N)C(=CC1)F)F)C